tetra-aminophenyl-porphyrin nickel [Ni].NC=1C2=C(C3=C(C(=C(N3N)C=C3C=CC(C=C4C=CC(=CC(C1)=N2)N4)=N3)C3=CC=CC=C3)N)N